ClC1=CC=C(N=N1)OCC1=C(N=NN1C1=CC=C(C=C1)C(F)F)C(=O)N 5-(((6-chloropyridazin-3-yl)oxy)methyl)-1-(4-(difluoromethyl)phenyl)-1H-1,2,3-triazole-4-carboxamide